5-fluoro-1,3-dihydro-benzimidazole FC1=CC2=C(NCN2)C=C1